CC1(OB(OC1(C)C)C1=CC=CC(=N1)O)C 6-(4,4,5,5-tetramethyl-1,3,2-dioxaborolan-2-yl)pyridin-2-ol